[Si](C1=CC=CC=C1)(C1=CC=CC=C1)(C(C)(C)C)OCCOCCOCCNC(OCC(COCCCCCCCC\C=C/CCCCCCCC)OCCCCCCCC\C=C/CCCCCCCC)=O 2,3-bis[(Z)-octadec-9-enoxy]propyl N-[2-[2-[2-[tert-butyl(diphenyl)silyl]oxyethoxy]ethoxy]ethyl]carbamate